N-(1-((4-fluorophenyl)sulfonyl)-1,2,3,4-tetrahydroquinolin-6-yl)cyclohexenesulfonamide FC1=CC=C(C=C1)S(=O)(=O)N1CCCC2=CC(=CC=C12)NS(=O)(=O)C1=CCCCC1